3-((2-aminopyridin-3-yl)amino)pyrrolidine NC1=NC=CC=C1NC1CNCC1